C(C)[N+](CCCCCCCC)(CC)CC.P(=O)(OCCCCCCCCCCCCCCCCCC)([O-])[O-].C(C)[N+](CC)(CC)CCCCCCCC stearyl phosphate triethyloctyl-ammonium salt